(P)-7-Fluoro-1-(5-fluoro-2-methoxy-4-((trifluoromethoxy)methyl)phenyl)-N-(isoxazol-3-yl)-2-oxo-1,2-dihydrochinolin-6-sulfonamid FC1=C(C=C2C=CC(N(C2=C1)C1=C(C=C(C(=C1)F)COC(F)(F)F)OC)=O)S(=O)(=O)NC1=NOC=C1